C(OCCF)(OC)=O 2-fluoroethyl methyl carbonate